ThiolEn-Acrylat S1C(=CCC1)C=CC(=O)[O-]